N(=N[Mn])[Mn] azomanganese